FC1=C2C=C(NC2=CC=C1OC1=CC=NC2=CC(=C(C=C12)OC(=O)N1[C@@H](CN(CC1)C)C)OC)C.CC1=NOC(=C1C=O)C (3,5-dimethylisoxazol-4-yl)methanone 4-((4-fluoro-2-methyl-1H-indol-5-yl)oxy)-7-methoxyquinolin-6-yl-(R)-2,4-dimethylpiperazine-1-carboxylate